CC1=CC=2N(N=CC2S1)C(C)=O 1-(5-Methyl-1H-thieno[3,2-c]pyrazol-1-yl)ethanone